lithium 3-(methoxymethyl)-1-((2-methyl-1,2,3,4-tetrahydroisoquinolin-7-yl) methyl)-1H-pyrazole-4-carboxylate COCC1=NN(C=C1C(=O)[O-])CC1=CC=C2CCN(CC2=C1)C.[Li+]